C(CCCCCCCCC)N(C(CCCN(C)C)=O)C(CC(=O)OCC(CCCCCCCC)CCCCCC)CCCCCCCCC 2-hexyldecyl 3-[N-decyl-4-(dimethylamino)-butanamido]dodecanoate